ClC=1C(=C(C(=O)N)C=CC1)C1=C2CN(C(C2=CC=C1)C)C#N chloro-2-(2-cyano-1-methylisoindolin-4-yl)benzamide